[N+](=O)([O-])C1=NN(C=C1)CC(=O)O 2-(3-nitro-1H-pyrazol-1-yl)acetic acid